C1(=CC=CC=C1)CS(=O)(=O)NC1=C(C(=C(C=C1F)C1=CC2=C(N=C(N=C2)NC2CCC(CC2)O)N(C1=O)C(C)C)F)F 1-phenyl-N-(2,3,6-trifluoro-4-(2-(((1r,4r)-4-hydroxycyclohexyl)-amino)-8-isopropyl-7-oxo-7,8-dihydropyrido-[2,3-d]pyrimidin-6-yl)-phenyl)methanesulfonamide